N-methyl-5-(piperazin-1-yl)thiazole-2-amide hydrochloride Cl.CNC(=O)C=1SC(=CN1)N1CCNCC1